COC1=C(C(=CC=C1)C)NNC(C(=O)[O-])C(CC(=O)[O-])=O 2-(2-(2-methoxy-6-methylphenyl)hydrazino)-3-oxo-glutarate